phenylacetic acid (phenylacetate) C1(=CC=CC=C1)CC(=O)O.C1(=CC=CC=C1)CC(=O)O